6-(2-(3-methylbenzylidene)hydrazinyl)-2-morpholino-9H-purine CC=1C=C(C=NNC2=C3N=CNC3=NC(=N2)N2CCOCC2)C=CC1